C(C)(C)(C)C1=CC=C(C=C1)C1=CC=C2C(CCOC2=C1)NC(O[C@@H]1CN2CCC1CC2)=O (S)-quinuclidin-3-yl (7-(4-(tert-butyl)phenyl)chroman-4-yl)carbamate